methyl-(methylimino)(2-nitrophenyl)-lambda6-sulfane C[SH2](C1=C(C=CC=C1)[N+](=O)[O-])=NC